6-(isoquinolin-7-yl)-N-((R)-1-phenylethyl)-2,3,4,9-tetrahydro-1H-carbazol-1-amine C1=NC=CC2=CC=C(C=C12)C=1C=C2C=3CCCC(C3NC2=CC1)N[C@H](C)C1=CC=CC=C1